C(C)(C)(C)OC(N(CCCCC1=CC=CC=C1)C(C)C1=CC(=C(C(=C1)N(C)CC)C(C)=O)OCC)=O.C(CCC)NC(C1=CC=CC=C1)=O (N-butyl)benzamide tert-butyl-(1-{4-acetyl-3-ethoxy-5-[ethyl(methyl)amino]phenyl}ethyl)(4-phenylbutyl)carbamate